FC(C=1N=C(OC1C(=O)N1[C@@H](C2=C(CC1)NC=N2)C=2OC1=C(N2)C=C(C=C1)F)C(C)(C)O)F (S)-(4-(difluoromethyl)-2-(2-hydroxypropan-2-yl)oxazol-5-yl)(4-(5-fluorobenzo[d]oxazol-2-yl)-6,7-dihydro-1H-imidazo[4,5-c]pyridin-5(4H)-yl)methanone